3-(1-cyanocyclopropyl)-N-[1-[3-[5-(2,2,2-trifluoroethoxy)pyrimidin-2-yl]pyrazin-2-yl]ethyl]-5-(trifluoromethyl)benzamide C(#N)C1(CC1)C=1C=C(C(=O)NC(C)C2=NC=CN=C2C2=NC=C(C=N2)OCC(F)(F)F)C=C(C1)C(F)(F)F